C(C)(C)(C)OC=1C=C(C(=NC1)C=1C=C(SC1C)C(=O)NC1=CC(=CC(=C1)S(=O)(=O)C)Cl)F 4-(5-(tert-butoxy)-3-fluoropyridin-2-yl)-N-(3-chloro-5-(methylsulfonyl)phenyl)-5-methylthiophene-2-carboxamide